1-methylisoquinoline-5-sulfonyl chloride CC1=NC=CC=2C(=CC=CC12)S(=O)(=O)Cl